OC1=C(C=CC(=C1)C(F)(F)F)C1=CC=C(N=N1)S(=O)(=O)CCNC(C)=O N-(2-((6-(2-hydroxy-4-(trifluoromethyl)phenyl)pyridazin-3-yl)sulfonyl)ethyl)acetamide